S1C(=NC2=C1C=CC=C2)C=CC2=CC=C(C=C(C#N)C#N)C=C2 2-(4-(2-(benzo[d]thiazol-2-yl)vinyl)benzylidene)malononitrile